3-aminocyclopentan-1-ol-trifluoroacetic acid salt FC(C(=O)O)(F)F.NC1CC(CC1)O